4,4'-bis(diphenylphosphonooxy)benzhydrylamine C1(=CC=CC=C1)OP(=O)(OC1=CC=CC=C1)OC1=CC=C(C(C2=CC=C(C=C2)OP(=O)(OC2=CC=CC=C2)OC2=CC=CC=C2)N)C=C1